C1(CCCC1)N1C(=CC2=C1N=C(N=C2)NC2=NC=C(C=C2)C2CCNCC2)C(=O)N(C)C 7-cyclopentyl-N,N-dimethyl-2-((5-(piperidin-4-yl)pyridin-2-yl)amino)-7H-pyrrolo[2,3-d]pyrimidine-6-carboxamide